FC(C)(F)C1=NC(=CC(=N1)N1N=C(C=2C=NC(=CC21)CC(=O)N)N2CC(CC2)OC(C)C)C (1-(2-(1,1-difluoroethyl)-6-methylpyrimidin-4-yl)-3-(3-isopropoxypyrrolidin-1-yl)-1H-pyrazolo[4,3-c]pyridin-6-yl)acetamide